FC(C=1N=C(SC1)CC=O)(F)F 2-[4-(trifluoromethyl)-1,3-thiazol-2-yl]ethan-1-one